4,4'-(thiophene-2,5-diyl)dibenzonitrile S1C(=CC=C1C1=CC=C(C#N)C=C1)C1=CC=C(C#N)C=C1